BrC1=CC=C(C=C1)C1=CC=C(C=C1)C=1C=NC2=CC=CC=C2C1 3-(4'-bromobiphenyl-4-yl)quinoline